BrCCCCCOC(\C=C(\CCCCCCCCC)/CCCC)=O (E)-5-bromopentyl-3-butyldodec-2-enoate